FC1=C2C=CN(C2=CC(=C1OC=1C=CC(=C(C1)C=1NC(=CN1)CCN)F)F)COCC[Si](C)(C)C 2-[2-[5-[4,6-Difluoro-1-(2-trimethylsilylethoxymethyl)indol-5-yl]oxy-2-fluoro-phenyl]-1H-imidazol-5-yl]ethanamine